((1R)-1-(2-benzyl-3-((3-methoxybenzyl)amino)-3-oxopropanamido)-2-(p-tolyl)ethyl)boronic acid C(C1=CC=CC=C1)C(C(=O)N[C@@H](CC1=CC=C(C=C1)C)B(O)O)C(=O)NCC1=CC(=CC=C1)OC